(S)-4-(5-(3-ethoxy-4-methoxyphenyl)-6-methylpyridin-3-yl)-1,2-oxaborol-2-ol C(C)OC=1C=C(C=CC1OC)C=1C=C(C=NC1C)C=1CB(OC1)O